N-(4-fluorobenzyl)-aniline FC1=CC=C(CNC2=CC=CC=C2)C=C1